FC1=CC=CC2=CC=C(C=C12)B(O)O 1-FLUORONAPHTHALENE-7-BORONIC ACID